COC1(CN(CC1)C(=O)OC(C)(C)C)C#CC1=CC=C(C=C1)C(F)(F)F Tert-butyl 3-methoxy-3-{2-[4-(trifluoromethyl)phenyl]ethynyl}pyrrolidine-1-carboxylate